[Si](C1=CC=CC=C1)(C1=CC=CC=C1)(C(C)(C)C)OCC1N(CC2=NC(=CC=C21)C=O)C(=O)OC(C)(C)C tert-butyl 5-(((tert-butyldiphenylsilyl)oxy)methyl)-2-formyl-5,7-dihydro-6H-pyrrolo[3,4-b]pyridine-6-carboxylate